COC=1C=C(CN2C(NC3=CC=C(C=C3C2=O)NC(C2=CC(=CC=C2)[N+](=O)[O-])=O)=O)C=CC1OC 3-(3,4-Dimethoxybenzyl)-6-(3-nitrobenzoylamino)-2,4(1H,3H)-quinazolinedione